COC1=C(C=NC=2SC=CN2)C=CC=C1 N-(2-methoxybenzylidene)thiazol-2-amine